Cl.C(C)N=C=NCCCN(C)C 1-ethyl-3-(3-di-methylaminopropyl)carbodiimide hydrochloride